N-(3-((2s,5s)-6-amino-5-fluoro-5-(fluoromethyl)-2-methyl-2,3,4,5-tetrahydropyridin-2-yl)-4-fluorophenyl)-2-methyl-oxazole-4-carboxamide NC=1[C@@](CC[C@@](N1)(C)C=1C=C(C=CC1F)NC(=O)C=1N=C(OC1)C)(CF)F